FC([C@](C(=O)N1CCC(CC1)N1CC(C1)NC1=CC=C(C=C1)C(=O)N1CCCCC1)(C1=CC=CC=C1)O)(F)F (R)-3,3,3-trifluoro-2-hydroxy-2-phenyl-1-(4-(3-((4-(piperidine-1-carbonyl)phenyl)amino)azetidin-1-yl)piperidin-1-yl)propan-1-one